C(#N)[C@@]1(N(CCC1)C(=O)C1=NC(=C2N1CCC1=CC(=C(C=C21)C(=O)OC2=CC=CC=C2)OC)C2=CC=C(C=C2)F)C phenyl (R)-3-(2-cyano-2-methylpyrrolidine-1-carbonyl)-1-(4-fluorophenyl)-8-methoxy-5,6-dihydroimidazo[5,1-a]isoquinoline-9-carboxylate